(S)-5-chloro-N-(5-methyl-4-oxo-2,3,4,5-tetrahydrobenzo[b][1,4]oxazepin-3-yl)-1H-indazole-3-carboxamide ClC=1C=C2C(=NNC2=CC1)C(=O)N[C@@H]1C(N(C2=C(OC1)C=CC=C2)C)=O